OC1OC(CC2=C1C(N1CC=3C(=NC=4C=CC=CC4C3)C1=C2)=O)=O hydroxy-1,12-dihydro-14H-pyrano[3',4':6,7]indolizino[1,2-b]quinoline-3,14(4H)-dione